C1(CC1)C1=NN(C(=C1C(F)(F)F)C(=O)NC1=CC(=NC=C1)S(=O)(=N)C)CC1CC2(CC2)C1 3-cyclopropyl-N-(2-(S-methylsulfonimidoyl)pyridin-4-yl)-1-(spiro[2.3]hexan-5-ylmethyl)-4-(trifluoromethyl)-1H-pyrazole-5-carboxamide